COC=1C=C2[C@]3(C(NC2=CC1)=O)[C@@H](C3)C3=CC=C1C(=NNC1=C3)NC3=NC(=NC=C3OC)C3COC3 (1R,2S)-5'-methoxy-2-(3-{[5-methoxy-2-(oxetan-3-yl)pyrimidin-4-yl]amino}-1H-indazol-6-yl)spiro[cyclopropane-1,3'-indol]-2'(1'H)-one